2-(2-(3-fluorophenyl)hydrazono)acetaldehyde O-acetyl oxime C(C)(=O)ON=CC=NNC1=CC(=CC=C1)F